NC=1N=C(C2=C(N1)N(C=C2)CC(=O)OCCCC)Cl butyl 2-(2-amino-4-chloro-7H-pyrrolo[2,3-d]pyrimidin-7-yl)acetate